silver-vanadium phosphorus [1,3-bis(2,6-diisopropylphenyl)imidazol-2-ylidene](3-Chloropyridyl)palladium (II) dichloride C(C)(C)C1=C(C(=CC=C1)C(C)C)N1C(N(C=C1)C1=C(C=CC=C1C(C)C)C(C)C)=[Pd-3](C1=NC=CC=C1Cl)(Cl)Cl.[P+3].[V+5].[Ag+].C(C)(C)C1=C(C(=CC=C1)C(C)C)N1C(N(C=C1)C1=C(C=CC=C1C(C)C)C(C)C)=[Pd-3](Cl)(Cl)C1=NC=CC=C1Cl.C(C)(C)C1=C(C(=CC=C1)C(C)C)N1C(N(C=C1)C1=C(C=CC=C1C(C)C)C(C)C)=[Pd-3](Cl)(Cl)C1=NC=CC=C1Cl